C(C)N(CCOC(=O)OC(C)(C)C)CCOC(=O)OC(C)(C)C n-ethylbis[2-(tert-butoxycarbonyloxy)ethyl]amine